C(C)(C)(C)OC(N(C)CCNS(=O)(=O)C1=CC(=C(C=C1)NC1CCCCC1)[N+](=O)[O-])=O (2-((4-(cyclohexylamino)-3-nitrophenyl)sulfonylamino)ethyl)(methyl)carbamic acid tert-butyl ester